ClC1=C(C(=CC=C1)F)N1C=2N(C3=C(C1=O)C=NC(=N3)NC3=CC=C1C(CNCC1=C3)(C)C)C=CN2 6-(2-chloro-6-fluorophenyl)-2-[(4,4-dimethyl-1,2,3,4-tetrahydroisoquinolin-7-yl)amino]imidazo[1,2-a]pyrimido[5,4-e]pyrimidin-5(6H)-one